[pentan-1-yl]-6-(cyclopropylmethyl)-1,7-dihydro-4H-pyrazolo[3,4-d]pyrimidin-4-one C(CCCC)N1N=CC2=C1NC(=NC2=O)CC2CC2